O\N=C/1\C(CCCC1)(C(=O)OCC)CC=C ethyl (2E)-2-(hydroxyimino)-1-(prop-2-en-1-yl)cyclohexane-1-carboxylate